BrC1=C(C(=CC(=C1)C(C(F)(F)F)(C(F)(F)F)F)C(F)(F)F)NC(=O)C=1C(=C(C=CC1)N(C(=O)C1=CC=CC2=CC=CC=C12)C)F N-(3-((2-bromo-4-(perfluoropropan-2-yl)-6-(trifluoromethyl)phenyl)carbamoyl)-2-fluorophenyl)-N-methyl-1-naphthamide